4-((4-methylpiperazin-1-yl)methyl)-N-(3-chloro-4-((3-fluoropyridin-2-yl)methoxy)phenyl)benzamide CN1CCN(CC1)CC1=CC=C(C(=O)NC2=CC(=C(C=C2)OCC2=NC=CC=C2F)Cl)C=C1